N[C@H](C(=O)NCCNC(C1=C(C=C(C=C1)NC=1C=2N(C=CN1)C(=CN2)C2=C(C(=C(C=C2)OC)F)F)CC)=O)CCCCN N-[2-[[(2S)-2,6-diaminohexanoyl]amino]eth-yl]-4-[[3-(2,3-difluoro-4-methoxy-phenyl)imidazo[1,2-a]pyrazin-8-yl]amino]-2-ethyl-benzamide